(2R or S)-1-{3-[(1R)-1-aminoethyl]phenyl}-2-cyclopropyl-1,1-difluoropropan-2-ol hydrochloride Cl.N[C@H](C)C=1C=C(C=CC1)C([C@](C)(O)C1CC1)(F)F |o1:11|